3-(N-allyl-N-methylamino)propane C(C=C)N(C)CCC